[N-(4-amino-5-benzoyl-thiazol-2-yl)-3-chloro-4-(trifluoromethoxy)anilino]propanamide NC=1N=C(SC1C(C1=CC=CC=C1)=O)N(C1=CC(=C(C=C1)OC(F)(F)F)Cl)C(C(=O)N)C